methyl 5-(hydroxymethyl) furan-2-carboxylate COC(=O)C1=CC=C(O1)CO